S1C(=NC2=C1C=CC=C2)NC(=O)C=2C=CC=C1CCN(CC21)C2=CC=C(C(=N2)C(=O)O)C2=C(C(=CC=C2)NC(=O)C21CC3CC(CC(C2)C3)C1)C 6-[8-(1,3-benzothiazol-2-ylcarbamoyl)-3,4-dihydroisoquinolin-2(1H)-yl]-3-(2-methyl-3-{[tricyclo[3.3.1.13,7]dec-1-ylcarbonyl]amino}phenyl)pyridine-2-carboxylic acid